COC([C@H](N)CC1=CC(=CC=C1)C(F)(F)F)=O 3-(trifluoromethyl)-D-phenylalanine methyl ester